N-(1-phenylnaphthalen-2-yl)dibenzo[b,d]furan-1-amine C1(=CC=CC=C1)C1=C(C=CC2=CC=CC=C12)NC1=CC=CC=2OC3=C(C21)C=CC=C3